1-[4-(azetidin-3-yl)-2-fluoro-phenyl]-3-(trifluoromethyl)pyrrolidine N1CC(C1)C1=CC(=C(C=C1)N1CC(CC1)C(F)(F)F)F